CC1(C2CC(C1(C(=O)C2)C)O)C The molecule is a cyclic monoterpene ketone that is camphor bearing a hydroxy substituent at position 6. It is a bornane monoterpenoid and a cyclic monoterpene ketone. It derives from a camphor.